FC=1C=C(C=CC1F)C(C(=O)N)CC=C 2-(3,4-difluorophenyl)pent-4-enamide